C1(CCC1)CBr.[Zn] zinc (cyclobutylmethyl) bromide